(3-bromophenyl)-imino-oxo-(trifluoromethyl)-lambda6-sulfane BrC=1C=C(C=CC1)S(C(F)(F)F)(=O)=N